COC1=C(CNS(=O)(=O)C2=C(C=CC(=C2)[N+](=O)[O-])N2N=C(C=C2)C)C=CC(=C1)OC N-(2,4-Dimethoxybenzyl)-2-(3-methyl-1H-pyrazol-1-yl)-5-nitrobenzenesulfonamide